tetramethyl-5H-[1,2,4]triazolo[4,3-a]quinoxaline CC1=C2N(C(=C3N(C2=CC=C1)C(N=N3)C)C)C